C(C)(C)(C)C=1OC2(C(N(C(C3=CC=CC=C23)=O)C)=O)C2=C(N1)C=CC(=C2)C 2-(tert-Butyl)-2',6-dimethyl-1'H-spiro[benzo[d][1,3]oxazine-4,4'-isoquinoline]-1',3'(2'H)-dione